OC[C@H](C)N1C=NC2=C(C1=O)C=C(N=C2C=2C=NC=CC2)C2=NC=C(C=C2)C (S)-3-(1-hydroxypropan-2-yl)-6-(5-methylpyridin-2-yl)-8-(pyridin-3-yl)pyrido[3,4-d]Pyrimidin-4(3H)-one